2-(4-cyclopropyl-6-methoxypyrimidin-5-yl)-N,5-dimethyl-7-oxopyrido[2,3-d]pyrimidine-6-carboxamide C1(CC1)C1=NC=NC(=C1C=1N=CC=2C(N1)=NC(C(C2C)C(=O)NC)=O)OC